3-(1-(((9H-fluoren-9-yl)methoxy)carbonyl)-3-cyanopyrrolidin-3-yl)propanoic acid C1=CC=CC=2C3=CC=CC=C3C(C12)COC(=O)N1CC(CC1)(C#N)CCC(=O)O